OC=1C=C(C(=O)NC2=NN(C=C2)CC2=CC=NC=C2)C=CC1O 3,4-dihydroxy-N-(1-(pyridin-4-ylmethyl)-1H-pyrazol-3-yl)benzamide